C1(=CC=CC=C1)P(C1=C(C=CC=C1)C=1OC=CN1)C1=CC=CC=C1 2-(diphenylphosphino)phenyloxazole